C(CCC)OC1=C(C=C(C=C1)N=C=O)N=C=O 4-butoxy-1,3-phenylene diisocyanate